N1(CCC1)C(=O)N1CCC(CC1)COC=1C(C=C(OC1)CN1CC2=CC=CC=C2C1)=O 5-((1-(azetidine-1-carbonyl)piperidin-4-yl)methoxy)-2-(isoindolin-2-ylmethyl)-4H-pyran-4-one